C(C=C)(=O)N1CC(C1)C1=CC=C2C=C(N(C2=C1)CC(=O)N)C1=CC(=CC2=CC=CC=C12)O 2-(6-(1-acryloylazetidin-3-yl)-2-(3-hydroxynaphthalen-1-yl)-1H-indol-1-yl)acetamide